N[C@H]1COCC[C@@H]1C1=C(C=2N=C(N=C(C2S1)NCC=1OC=CC1)Cl)C=C 6-((3R,4S)-3-aminotetrahydro-2H-pyran-4-yl)-2-chloro-N-(furan-2-ylmethyl)-7-vinylthieno[3,2-d]pyrimidin-4-amine